C(CCCCCCC\C=C/CCCCCCCC)(=O)OCC(COC(CCCCCCC\C=C/CCCCCCCC)=O)(COC(CCCCCCC\C=C/CCCCCCCC)=O)NC(CCN1CCC(CC1)C(N)=O)=O 2-(3-(4-carbamoylpiperidin-1-yl)propanamido)-2-((oleoyloxy)methyl)propane-1,3-diyl dioleate